OC=1C(=NC=C(C1)C1=CC(=NO1)C1=CC(=CC=C1)Cl)C(=O)NCC(=O)O 3-Hydroxy-5-(3-m-chlorophenylisoxazol-5-yl)picolinoyl-glycine